N1-(2,2-difluoroethyl)-6-(1-methyl-1,2,3,6-tetrahydropyridin-4-yl)-2-nitrobenzene-1,3-diamine FC(CNC1=C(C(=CC=C1C=1CCN(CC1)C)N)[N+](=O)[O-])F